C[C@H](C(=O)SCCNC(CCNC([C@@H](C(COP(OP(OC[C@@H]1[C@H]([C@H]([C@@H](O1)N1C=NC=2C(N)=NC=NC12)O)OP(=O)(O)O)(=O)O)(=O)O)(C)C)O)=O)=O)CC 2-(S)-methylbutyryl-CoA